(2-(((3-methyl-1-phenyl-1H-pyrazol-5-yl) oxy) carbonyl) phenyl) pentyl-3,5,6-trimethylpyrazine-2-carboxylate C(CCCC)N1C(C(=NC(=C1C)C)C)C(=O)OC1=C(C=CC=C1)C(=O)OC1=CC(=NN1C1=CC=CC=C1)C